5-Chloro-N-(3-cyano-4-methyl-1H-indol-7-yl)-1-(2-hydroxy-2-methyl-propyl)pyrazol-4-sulfonamid ClC1=C(C=NN1CC(C)(C)O)S(=O)(=O)NC=1C=CC(=C2C(=CNC12)C#N)C